cadmium isooctanoate C(CCCCC(C)C)(=O)[O-].[Cd+2].C(CCCCC(C)C)(=O)[O-]